tert-butyl (E)-(4-(1-(2-tosylhydrazineylidene)ethyl)phenyl)carbamate S(=O)(=O)(C1=CC=C(C)C=C1)N\N=C(/C)\C1=CC=C(C=C1)NC(OC(C)(C)C)=O